tert-Butyl 2-(2-(2-(3-amino-5-((triisopropylsilyl)ethynyl)phenoxy)ethoxy)ethoxy)acetate NC=1C=C(OCCOCCOCC(=O)OC(C)(C)C)C=C(C1)C#C[Si](C(C)C)(C(C)C)C(C)C